trans-4-((4-(1-Isopropyl-1H-pyrazol-4-yl)pyridin-2-yl)((trans-4-(5-methoxy-6-methylpyridin-2-yl)cyclohexyl)methyl) carbamoyl)cyclohexyl ethylcarbamate C(C)NC(O[C@@H]1CC[C@H](CC1)C(N(C[C@@H]1CC[C@H](CC1)C1=NC(=C(C=C1)OC)C)C1=NC=CC(=C1)C=1C=NN(C1)C(C)C)=O)=O